1-((2-aminopyridin-4-yl)methyl)-5,5-dimethyl-3-(3-(trifluoromethyl)-1-((2-(trimethylsilyl)ethoxy)methyl)-1H-indazol-6-yl)imidazolidine-2,4-dione NC1=NC=CC(=C1)CN1C(N(C(C1(C)C)=O)C1=CC=C2C(=NN(C2=C1)COCC[Si](C)(C)C)C(F)(F)F)=O